O[C@@]1(CC[C@@H]2[C@H]3CC[C@]4([C@H]([C@@H]3CC[C@@H]2C1)CCCC[C@@H]4C(=O)NC4=CC=CC=C4)C)C (2R,4aS,4bR,6aS,7S,11aS,11bR,13aR)-2-hydroxy-2,6a-dimethyl-N-phenyloctadecahydro-1H-cyclohepta[a]phenanthrene-7-carboxamide